O1CCOCCN(CCOCCOCCN(CC1)CC=1C(=NC=CC1)C(=O)O)CC=1C(=NC=CC1)C(=O)O ((1,4,10,13-tetraoxa-7,16-diazacyclooctadecane-7,16-diyl)bis(methylene))dipicolinic acid